3-Oxoazetidine-1-carboxylic acid 1,1-dimethylethyl ester CC(C)(C)OC(=O)N1CC(C1)=O